[Se](OC#N)OC#N racemic-selenocyanate